2,4-dimethyl-5-ethyl-thiazole CC=1SC(=C(N1)C)CC